2-[[1-[3-(difluoromethyl)-2-pyridyl]cyclopropanecarbonyl]amino]-4-[[3-fluoro-2-methoxy-propyl]-[4-(5,6,7,8-tetrahydro-1,8-naphthyridin-2-yl)butyl]amino]butanoic acid FC(C=1C(=NC=CC1)C1(CC1)C(=O)NC(C(=O)O)CCN(CCCCC1=NC=2NCCCC2C=C1)CC(CF)OC)F